methyl 3-(4-bromophenyl)-3-oxopropanoate BrC1=CC=C(C=C1)C(CC(=O)OC)=O